Aminoguanidine Dicarbonate C(=O)(O)OC(=O)O.NNC(=N)N